[(3R)-3-(4-bromopyrazol-1-yl)butoxy]-tert-butyl-diphenyl-silane BrC=1C=NN(C1)[C@@H](CCO[Si](C1=CC=CC=C1)(C1=CC=CC=C1)C(C)(C)C)C